4-[5-benzyl-12-(4-bromo-3-chloro-benzoyl)-8-oxo-2,3,7,12-tetrazatricyclo[7.4.0.0^2,6]trideca-1(9),3,5-trien-7-yl]-N-methyl-benzamide C(C1=CC=CC=C1)C=1C=NN2C=3CN(CCC3C(N(C12)C1=CC=C(C(=O)NC)C=C1)=O)C(C1=CC(=C(C=C1)Br)Cl)=O